(trans-3-(benzyloxy)cyclobutyl)-3-cyano-1H-pyrazole-5-carboxylic acid methyl ester COC(=O)C1=CC(=NN1[C@@H]1C[C@H](C1)OCC1=CC=CC=C1)C#N